C(C)NS(=O)(=O)N[C@@H]1CC[C@H](OC1)CN1CCC2(CN(C2)C2=NC=NC=C2OC2=C(C(=O)N(CC(F)(F)F)C(C)C)C=C(C=C2)F)CC1 ((4-(7-(((2S,5R)-5-((N-Ethylsulfamoyl)amino)tetrahydro-2H-pyran-2-yl)methyl)-2,7-diazaspiro[3.5]nonan-2-yl)pyrimidin-5-yl)oxy)-5-fluoro-N-isopropyl-N-(2,2,2-trifluoroethyl)benzamide